OC(C)(C)C1=CC=C(C=N1)NC(=O)C=1C(N(C=CC1)C=1C(=NC=CC1)OCC(F)(F)F)=O N-[6-(2-hydroxypropan-2-yl)pyridin-3-yl]-2-oxo-2'-(2,2,2-trifluoroethoxy)-2H-[1,3'-bipyridine]-3-carboxamide